C1(=CC=CC=C1)P(=O)(C(C)=C\1CC2=CC=CC=C2C/C1=C(\C)/P(=O)(C1=CC=CC=C1)C1=CC=CC=C1)C1=CC=CC=C1 (Z)-2,3-bis[1-(diphenylphosphinyl)ethylidene]tetralin